C(C)(C)C1CC2C(=CC1CC2C(=O)O)C 6-isopropyl-3-methyl-bicyclo[2.2.2]-2-octen-8-yl-carboxylic acid